Cl.Cl.C1CCCC12NCCN(C2)C=2N=NC(=CN2)C2=C(C=C(C=C2)C=2C=NNC2)O 2-[3-(6,9-diazaspiro[4.5]decan-9-yl)-1,2,4-triazin-6-yl]-5-(1H-pyrazol-4-yl)phenol dihydrochloride